6-(Azetidin-1-yl)-4-fluoro-N-[2-(morpholine-4-carbonyl)benzene-1-sulfonyl]-1-benzofuran-2-carboxamide N1(CCC1)C1=CC2=C(C=C(O2)C(=O)NS(=O)(=O)C2=C(C=CC=C2)C(=O)N2CCOCC2)C(=C1)F